4-[(2R)-3-(3,4-dihydro-1H-isoquinolin-2-yl)-2-hydroxy-propyl]-8-[[1-(3,3,3-trifluoro-2-hydroxy-propyl)-4-piperidyl]oxy]-2,3-dihydro-1,4-benzoxazepin-5-one C1N(CCC2=CC=CC=C12)C[C@H](CN1CCOC2=C(C1=O)C=CC(=C2)OC2CCN(CC2)CC(C(F)(F)F)O)O